N-(2-ethoxyethyl)-4-(5,6,7,8-tetrahydro-1,8-naphthyridin-2-yl)butan-1-amine C(C)OCCNCCCCC1=NC=2NCCCC2C=C1